BrC1=CC=C(OCCCCCCNC(OC(C)(C)C)=O)C=C1 tert-butyl (6-(4-bromophenoxy)hexyl)carbamate